ClC1=C(C=CC(=N1)C(=O)N1CC([C@H]([C@]12CC(CC2)(F)F)O)(F)F)OC(F)F (6-chloro-5-(difluoromethoxy)pyridin-2-yl)((4S,5S)-3,3,7,7-tetrafluoro-4-hydroxy-1-azaspiro[4.4]nonan-1-yl)methanone